5-xylyl alcohol C1=C(C(=CC(=C1)O)C)C